5-methyl-6-((5-methyl-1H-pyrazol-3-yl)amino)-2-(phenylthio)pyrimidin CC=1C=NC(=NC1NC1=NNC(=C1)C)SC1=CC=CC=C1